tert-butyl ((1-((diphenylmethylene)amino)cyclopropyl)methyl)carbamate C1(=CC=CC=C1)C(C1=CC=CC=C1)=NC1(CC1)CNC(OC(C)(C)C)=O